NC=1N=CC(=NC1C1=CN=CO1)C=1C=C(C=CC1C([2H])([2H])[2H])S(=O)(=O)NC12CCN(CC1)C2 3-(5-amino-6-(oxazol-5-yl)pyrazin-2-yl)-N-(1-azabicyclo[2.2.1]heptan-4-yl)-4-(methyl-d3)benzenesulfonamide